5-Acetylamino-2-[2-(1-{2-[2-(2-{4-[10-(4-carbamimidoylphenoxy)decyloxy]phenyl}ethoxy)ethoxy]-ethyl}-1H-[1,2,3]triazol-4-yl)ethoxy]-4-hydroxy-6-(1,2,3-trihydroxypropyl)tetrahydropyran C(C)(=O)NC1C(CC(OC1C(C(CO)O)O)OCCC=1N=NN(C1)CCOCCOCCC1=CC=C(C=C1)OCCCCCCCCCCOC1=CC=C(C=C1)C(N)=N)O